1,2,3-trimethoxyphenanthrene COC1=C(C(=CC=2C3=CC=CC=C3C=CC12)OC)OC